(2S,3R)-glutamic acid methyl ester COC([C@@H](N)CCC(=O)O)=O